ClC=1N=C(C2=C(N1)C=C(N=C2)Cl)N2CC1CCC(C2)N1C(=O)O 3-(2,7-Dichloropyrido[4,3-d]pyrimidin-4-yl)-3,8-diazabicyclo[3.2.1]octane-8-carboxylic acid